(S)-quinuclidin-3-yl ((R)-7-fluoro-6-(2-fluoro-4-methoxyphenyl)-2,2-dimethyl-1,2,3,4-tetrahydronaphthalen-1-yl)carbamate FC1=C(C=C2CCC([C@H](C2=C1)NC(O[C@@H]1CN2CCC1CC2)=O)(C)C)C2=C(C=C(C=C2)OC)F